The molecule is a ketoaldonic acid that is D-gluconic acid in which the hydroxy group at position 3 has been oxidised to the corresponding ketone. It is a keto-D-gluconic acid, a 3-oxo monocarboxylic acid and a hydroxy monocarboxylic acid. It derives from a D-gluconic acid. It is a conjugate acid of a 3-dehydro-D-gluconate. C([C@H]([C@H](C(=O)[C@H](C(=O)O)O)O)O)O